rac-(3aR,5R,7S,7aR)-1-isopropyl-5-(2-ethoxyphenyl)-3,3,7-triethyloctahydrobenzo[c]isoxazole C(C)(C)N1OC([C@H]2[C@H]1[C@H](C[C@H](C2)C2=C(C=CC=C2)OCC)CC)(CC)CC |r|